C(C)(C)(C)OC(=O)NC1=C(C=C(C=C1)C(C(=O)OCC)CN1CCOCC1)F ethyl 2-(4-((tert-butoxycarbonyl)amino)-3-fluorophenyl)-3-morpholinopropanoate